NC=1C2=C(N=CN1)C(=CC(=N2)C=2CCOCC2)C=2C(=C(C=CC2C)O)C 3-(4-amino-6-(3,6-dihydro-2H-pyran-4-yl)pyrido[3,2-d]pyrimidin-8-yl)-2,4-dimethylphenol